acryloyloxypropyl-3-phosphonopropionate C(C=C)(=O)OCCCOC(CCP(=O)(O)O)=O